O=C1NC(CCC1C1=C(C=C(C=C1F)N1CCN(CC1)C1=NC(=C(C=O)C=C1)OC)F)=O 6-(4-(4-(2,6-dioxopiperidin-3-yl)-3,5-difluorophenyl)piperazin-1-yl)-2-methoxynicotinaldehyde